C1(CC1)[C@@H]1[C@@H](N1C)C(=O)[O-].[Li+] lithium (2R,3R)-3-cyclopropyl-1-methylaziridine-2-carboxylate